1-((2R,5S)-5-(4-fluorophenyl)-2-methylpiperazin-1-yl)-2,2-dimethylpropan-1-one Palladium [Pd].FC1=CC=C(C=C1)[C@@H]1NC[C@H](N(C1)C(C(C)(C)C)=O)C